5-(1-isopropyl-4-(trifluoromethyl)-1H-imidazol-2-yl)pyrazine-2-carboxylic acid methyl ester COC(=O)C1=NC=C(N=C1)C=1N(C=C(N1)C(F)(F)F)C(C)C